pyridin-2-yl ((3,5,6-trimethylpyrazin-2-yl)methyl)succinate CC=1C(=NC(=C(N1)C)C)CC(C(=O)OC1=NC=CC=C1)CC(=O)[O-]